4-(naphthalen-2-yl)benzenesulfonyl chloride C1=C(C=CC2=CC=CC=C12)C1=CC=C(C=C1)S(=O)(=O)Cl